1-Benzyl 5-(chloromethyl) (((S)-1-(benzyloxy)-4-methyl-1-oxopentan-2-yl)carbamoyl)-L-glutamate C(C1=CC=CC=C1)OC([C@H](CC(C)C)NC(=O)N[C@@H](CCC(=O)OCCl)C(=O)OCC1=CC=CC=C1)=O